tert-Butyl 2-chloro-6-isobutyl-pyridine-4-carboxylate ClC1=NC(=CC(=C1)C(=O)OC(C)(C)C)CC(C)C